3-(6-Azaspiro[2.5]oct-6-yl)-4-(5-(7-(3-(trifluoromethyl)pyrrolidin-1-yl)pyrazolo[1,5-a]pyridin-5-yl)-1,3,4-oxadiazol-2-yl)aniline C1CC12CCN(CC2)C=2C=C(N)C=CC2C=2OC(=NN2)C2=CC=1N(C(=C2)N2CC(CC2)C(F)(F)F)N=CC1